Cl.COC(C1=CC=C(C=C1)NC(=O)C=1N(C=C(C1)N)C)=O 4-(4-amino-1-methyl-1H-pyrrole-2-carboxamido)-benzoic acid methyl ester hydrochloride